13,13-dimethyl-Tetradecanoic acid CC(CCCCCCCCCCCC(=O)O)(C)C